(S)-1-(2-(pyrimidin-4-yl)nicotinoyl)-4-(1-(2,4,6-trifluorophenyl)ethyl)piperidine-4-carbonitrile N1=CN=C(C=C1)C1=C(C(=O)N2CCC(CC2)(C#N)[C@H](C)C2=C(C=C(C=C2F)F)F)C=CC=N1